4-chloro-5,5-dimethyl-5,7-dihydro-6H-pyrrolo[2,3-d]pyrimidin-6-one ClC=1C2=C(N=CN1)NC(C2(C)C)=O